rel-2-fluoro-N-{2-[(2R)-1-methylpyrrolidin-2-yl]imidazo[1,2-a]pyridin-6-yl}-5-(pyrazin-2-yl)benzamide FC1=C(C(=O)NC=2C=CC=3N(C2)C=C(N3)[C@@H]3N(CCC3)C)C=C(C=C1)C1=NC=CN=C1 |o1:15|